triethanolamine myristoyl-methyl-taurate C(CCCCCCCCCCCCC)(=O)N(CCS(=O)(=O)O)C.N(CCO)(CCO)CCO